N-ethyl-N-(2-(5,6,7-trifluoro-1H-indol-3-yl)ethyl)propan-1-amine C(C)N(CCC)CCC1=CNC2=C(C(=C(C=C12)F)F)F